ClC=1C=NC(=NC1)N1CCC(CC1)COC1=C(C=C(C=C1)C1=CC2=C(S(CO2)=O)C=C1)F 6-(4-((1-(5-chloropyrimidin-2-yl)piperidin-4-yl)methoxy)-3-fluorophenyl)-2H-benzo[d][1,3]oxathiole 3-oxide